(R)-N-(2-amino-2-methylheptyl)acetamide N[C@@](CNC(C)=O)(CCCCC)C